C(C)(C)(C)C1=CC=C(OCCCC(=O)NCC(=O)N2[C@H]3C[C@]3(C[C@H]2C(=O)NCC=2SC=C(C2)C(N)=N)C)C=C1 (1S,3S,5S)-2-((4-(4-(tert-butyl)phenoxy)butanoyl)glycyl)-N-((4-carbamimidoyl-thiophen-2-yl)methyl)-5-methyl-2-azabicyclo[3.1.0]hexane-3-carboxamide